2-(8-(tert-butoxycarbonyl)-3,8-diazabicyclo[3.2.1]octan-3-yl)-5-methylisonicotinic acid C(C)(C)(C)OC(=O)N1C2CN(CC1CC2)C=2C=C(C(=O)O)C(=CN2)C